(4aSR,8aSR)-1-((benzyloxy)methyl)-5,5,8a-trimethyloctahydronaphthalen-2(1H)-one C(C1=CC=CC=C1)OCC1C(CC[C@H]2C(CCC[C@]12C)(C)C)=O |r|